C(C)(C)(C)C1=CC(=NN1C)N 5-tert-butyl-1-methyl-pyrazol-3-amine